CC1=C(C(C(F)(F)F)(C(F)(F)F)O)C=CC=C1 2-methyl-α,α-bis(trifluoromethyl)-benzyl alcohol